1,4-bicyclo[2.2.2]octanedicarboxylate C12(CCC(CC1)(CC2)C(=O)[O-])C(=O)[O-]